C(C)(C)(C)NC1=NC=CC=C1CC(C(=O)OCC)=O ethyl 3-(2-(tert-butylamino) pyridin-3-yl)-2-oxopropanoate